C(C)N1N=C(N=N1)C=1C(=C(C(=O)N)C=CC1)I (2-ethyl-2H-tetrazole-5-yl)-2-iodobenzamide